C1N(C[C@@H]2[C@H]1CNC2)C2=NN=CS2 5-((3aR,6aS)-hexahydropyrrolo[3,4-c]pyrrol-2(1H)-yl)-1,3,4-thiadiazole